(S)-N-methyl-3-(1-phenylethoxy)-5-(1-(trifluoromethyl)-1H-pyrazol-4-yl)-1-((2-(trimethylsilyl)ethoxy)methyl)-1H-pyrrole-2-carboxamide CNC(=O)C=1N(C(=CC1O[C@@H](C)C1=CC=CC=C1)C=1C=NN(C1)C(F)(F)F)COCC[Si](C)(C)C